CC1=NC=CC(=C1)NC(/C=C/C(=O)OCC)=O (E)-ethyl 4-((2-methylpyridin-4-yl)amino)-4-oxobut-2-enoate